N[C@@H]1CN(CCC1)C1=CC(=NC=C1C=1C=NN(C1)CC1CNC1)NC1=NC(=NC=C1)C1=C(C=CC=C1OC)F (S)-N-(4-(3-aminopiperidin-1-yl)-5-(1-(azetidin-3-ylmethyl)-1H-pyrazol-4-yl)pyridin-2-yl)-2-(2-fluoro-6-methoxyphenyl)pyrimidin-4-amine